NCC1CCC2CN(CC21)C(=O)OC(C)(C)C tert-Butyl 4-(aminomethyl)-3,3a,4,5,6,6a-hexahydro-1H-cyclopenta[c]pyrrole-2-carboxylate